p-hydroxynitrophenol OC1=CC(=C(C=C1)O)[N+](=O)[O-]